CC1=CN(C2=CC=C(C=C12)S(=O)(=O)N1CCCCC1)C(C(=O)NCC1=C(C(=O)N)C=CC=C1)C [[2-[3-methyl-5-(1-piperidylsulfonyl)indol-1-yl]propanoylamino]methyl]benzamide